N-{6-[(3-cyclopropyl-1H-pyrazol-5-yl)amino]-5-methoxy-1,2-benzoxazol-3-yl}-2,6-dimethoxy-4-(oxan-2-yl)benzene-1-sulfonamide C1(CC1)C1=NNC(=C1)NC1=CC2=C(C(=NO2)NS(=O)(=O)C2=C(C=C(C=C2OC)C2OCCCC2)OC)C=C1OC